FC1=C(OCC2=CC=C(C(=O)N(C)C)C=C2)C=C(C(=C1)C=O)F 4-((2,5-Difluoro-4-formylphenoxy)methyl)-N,N-di-methylbenzamide